lithium difluoro-(7-oxo-3-pyrazol-1-yl-1,6-diaza-bicyclo[3.2.1]oct-3-en-6-yloxy)-acetate FC(C(=O)[O-])(ON1C2C=C(CN(C1=O)C2)N2N=CC=C2)F.[Li+]